[Si](C)(C)(C(C)(C)C)OCCC=1N(C=CN1)CF 2-((tert-butyldimethylsilyloxy)ethyl)-1-(fluoromethyl)-1H-imidazole